3-(2-aminoethyl)phenol hydrochloride Cl.NCCC=1C=C(C=CC1)O